2-((2,6-dimethylpyridin-4-yl)oxy)-N-methylethan-1-amine CC1=NC(=CC(=C1)OCCNC)C